S1(CCC(CC1)C=O)(=O)=O tetrahydro-2H-thiopyran-4-carbaldehyde 1,1-dioxide